C1(=CC=CC=C1)C1=CC(=NC(=N1)NC1=CC(=CC=C1)C(F)(F)F)C1CCN(CC1)C(=O)OC(C)(C)C tert-butyl 4-(6-phenyl-2-((3-(trifluoromethyl)phenyl)amino)pyrimidin-4-yl)piperidine-1-carboxylate